diphenylmethylene[(2,7-di-tert-butylfluorenyl){(2-trimethylsilylmethylallyl)cyclopentadienyl}]zirconium dichloride [Cl-].[Cl-].C1(=CC=CC=C1)C(C1=CC=CC=C1)=[Zr+2]C1(C(=CC=C1)C1=C(C=CC=2C3=CC=C(C=C3CC12)C(C)(C)C)C(C)(C)C)CC(=C)C[Si](C)(C)C